6-(p-tolyl)benzol C1(=CC=C(C=C1)C1=CC=CC=C1)C